C(#N)CCN1N=NC2=C1C=C(C=C2)C#CC2=C1C=C(N=CC1=C(N=C2)NC)C2(CC2)C(=O)N (5-((1-(2-cyanoethyl)-1H-benzo[d][1,2,3]triazol-6-yl)ethynyl)-8-(methylamino)-2,7-naphthyridin-3-yl)cyclopropanecarboxamide